trans-4-[4-(Dimethylamino)styryl]-1-methylpyridinium iodide [I-].CN(C1=CC=C(/C=C/C2=CC=[N+](C=C2)C)C=C1)C